5-fluoro-N-(4-(piperidin-4-yl)phenyl)isoindoline-2-carboxamide hydrochloride Cl.FC=1C=C2CN(CC2=CC1)C(=O)NC1=CC=C(C=C1)C1CCNCC1